ClC1=C(C=O)C(=CC(=C1F)OC)F 2-chloro-3,6-difluoro-4-methoxybenzaldehyde